fluoro-n-hexanecarboxylic acid FC(CCCCC)C(=O)O